3-Nitro-N-(2-pyrrolidin-1-ylethyl)-5-(trifluoromethyl)benzamide [N+](=O)([O-])C=1C=C(C(=O)NCCN2CCCC2)C=C(C1)C(F)(F)F